((cyclopentylmethyl) amino)-2-oxoethyl acetate C(C)(=O)OCC(=O)NCC1CCCC1